[Si](C1=CC=CC=C1)(C1=CC=CC=C1)(C(C)(C)C)OC[C@H]1C[C@H]([C@H]2[C@@H]1OC(O2)(C)C)N2C=C(C1=C2N=C(N=C1)Cl)C=1SC=CC1 7-[(3aS,4R,6R,6aR)-6-{[(tert-butyldiphenylsilyl)oxy]methyl}-2,2-dimethyl-tetrahydro-3aH-cyclopenta[d][1,3]dioxol-4-yl]-2-chloro-5-(thiophen-2-yl)pyrrolo[2,3-d]pyrimidine